acrylic acid palmitate C(CCCCCCCCCCCCCCC)(=O)O.C(C=C)(=O)O